8-(1-(2,2-difluoroethyl)-1H-pyrazolo[3,4-b]pyrazin-6-yl)-1-ethyl-2-(5-(trifluoromethyl)pyridin-2-yl)-2,8-diazaspiro[4.5]decan-3-one FC(CN1N=CC=2C1=NC(=CN2)N2CCC1(CC(N(C1CC)C1=NC=C(C=C1)C(F)(F)F)=O)CC2)F